ClC1=C(C(=CC=C1)Cl)N1C(OC2=C(C1=O)C=NC(=N2)NC2=CC=C1C(CNCC1=C2)(C)C)C 3-(2,6-Dichlorophenyl)-7-((4,4-dimethyl-1,2,3,4-tetrahydroisoquinolin-7-yl)amino)-2-methyl-2,3-dihydro-4H-pyrimido[5,4-e][1,3]oxazin-4-one